methyl ((S)-2-((tert-butoxycarbonyl)amino)-3-(4-chlorophenyl)propyl)-L-alaninate C(C)(C)(C)OC(=O)N[C@H](CN[C@@H](C)C(=O)OC)CC1=CC=C(C=C1)Cl